3-(2-chlorophenyl)-1-(4-hydroxyphenyl)prop-2-en-1-one ClC1=C(C=CC=C1)C=CC(=O)C1=CC=C(C=C1)O